1-(2-(4-methoxy-3-(trifluoromethyl)benzyl)pyridin-4-yl)-1,5,6,7-tetrahydro-4H-pyrazolo[4,3-c]pyridin-4-one COC1=C(C=C(CC2=NC=CC(=C2)N2N=CC=3C(NCCC32)=O)C=C1)C(F)(F)F